NC=1N=CC(=NC1C)C#CC=1C(=CC(=C(C(=O)NC2=CC(=C(C=C2)CN2CCN(CC2)C)C(F)(F)F)C1)F)C 5-((5-amino-6-methylpyrazin-2-yl)ethynyl)-2-fluoro-4-methyl-N-(4-((4-methylpiperazin-1-yl)methyl)-3-(trifluoromethyl)phenyl)benzamide